2-(2-((4-fluorobenzyl)thio)-4H-imidazo[4,5-b]pyridin-4-yl)-N-(1H-pyrrol-1-yl)butanamide FC1=CC=C(CSC2=NC=3C(N(C=CC3)C(C(=O)NN3C=CC=C3)CC)=N2)C=C1